4-[4-bromo-7-(4-chloro-phenyl)-3-hydroxy-quinolin-2-yl]-4-oxo-butyric acid ethyl ester C(C)OC(CCC(=O)C1=NC2=CC(=CC=C2C(=C1O)Br)C1=CC=C(C=C1)Cl)=O